ClC=1C=NC=C(C1[C@H](C)OC=1C=C2C=NNC2=CC1OC)Cl (S)-5-(1-(3,5-dichloropyridin-4-yl)ethoxy)-6-methoxy-1H-indazole